(E)-3-(2-(3-(2-((1,5-dimethyl-1H-pyrazol-3-yl)amino)-5-methylpyrimidin-4-yl)-1H-indol-7-yl)-1-oxoisoindolin-4-yl)-N,N-diethylacrylamide CN1N=C(C=C1C)NC1=NC=C(C(=N1)C1=CNC2=C(C=CC=C12)N1C(C2=CC=CC(=C2C1)/C=C/C(=O)N(CC)CC)=O)C